4,4'-diformyldiphenyl ether C1=CC(=CC=C1C=O)OC2=CC=C(C=C2)C=O